CC1(CC1)OC1=C(C(=NC=N1)NCCC1=CC=CC=C1)N 6-(1-methylcyclopropoxy)-N4-phenethylpyrimidine-4,5-diamine